[Na+].[Na+].NC=1C=C(C(=CC1)C=CC=1C(=CC(=CC1)N)S(=O)(=O)[O-])S(=O)(=O)[O-] 4,4'-diaminostilbene-2,2'-disulfonic acid, disodium salt